C(#N)CNC(C1=C(C=CC=C1)OC(F)F)=O N-(cyanomethyl)-2-(difluoromethoxy)benzamide